2-(4-chlorobenzyl)-N-[2-(diethylamino)-2-oxoethyl]-8-methyl-4,5-dihydro-2H-furo[2,3-g]indazole-7-carboxamide ClC1=CC=C(CN2N=C3C4=C(CCC3=C2)OC(=C4C)C(=O)NCC(=O)N(CC)CC)C=C1